C(C1=CC=CC=C1)OC1=C2CCCC(C2=CC=C1)N 5-(benzyloxy)-1,2,3,4-tetrahydronaphthalen-1-amine